FC=1C=C(C=CC1)[C@H]1CC[C@H](CC1)OC[C@@H]1N(CCC[C@@H]1NS(=O)(=O)C)C(=O)OCC(F)(F)F 2,2,2-trifluoroethyl (2R,3S)-2-(((cis-4-(3-fluorophenyl)cyclohexyl)oxy)-methyl)-3-((methylsulfonyl)amino)piperidine-1-carboxylate